C(C)(C)CCCC[C@@H](C#C\C=C\C=C\[C@@H](CC#C\C=C\[C@@H](CC)O)O)O isopropyl-(5S,8E,10E,12R,16E,18R)-5,12,18-trihydroxyeicosa-8,10,16-triene-6,14-diyne